trans-3-chloro-1,1,2-trifluoropropene ClCC(=C(F)F)F